C(CCC)SC1=C(C=C(C=C1OC)CC(C)NCC1=C(C=CC=C1)OC)OC 1-(4-(butylsulfanyl)-3,5-dimethoxyphenyl)-N-(2-methoxybenzyl)propan-2-amine